N,N-dimethyl-4-((phenylamino)methyl)aniline CN(C1=CC=C(C=C1)CNC1=CC=CC=C1)C